2,3-dimethyl-2-(2-propyl)-butyric acid N-methylamide CNC(C(C(C)C)(C(C)C)C)=O